PHENYL-1,2,4-TRIAZOLINE-3,5-DIONE C1(=CC=CC=C1)N1C(N=NC1=O)=O